[Zn].[Co].[Ni] nickel-cobalt-zinc